(4-((4-amino-2-butyl-7-isopropoxy-1H-imidazo[4,5-d]pyridazin-1-yl)methyl)benzyl)carbamic acid ethyl ester C(C)OC(NCC1=CC=C(C=C1)CN1C(=NC=2C1=C(N=NC2N)OC(C)C)CCCC)=O